5-(2-chloro-3-fluoro-4-methoxy-phenyl)-N-[3-chloro-4-[4-(4-hydroxypiperidine-4-carbonyl)piperazine-1-carbonyl]phenyl]-1-methyl-imidazole-2-carboxamide ClC1=C(C=CC(=C1F)OC)C1=CN=C(N1C)C(=O)NC1=CC(=C(C=C1)C(=O)N1CCN(CC1)C(=O)C1(CCNCC1)O)Cl